FC=1C=C(C(=NC1)C=1CCCC2=C(C1C1=CC=C(C=C1)C=C1CN(C1)CCCF)C=CC=C2)C(F)(F)F 8-(5-Fluoro-3-(trifluoromethyl)pyridin-2-yl)-9-(4-((1-(3-fluoropropyl)azetidin-3-yliden)methyl)phenyl)-6,7-dihydro-5H-benzo[7]annulen